O.O.O.[N+](=O)([O-])[O-].[Co+2].[N+](=O)([O-])[O-] cobalt(II) nitrate trihydrate